OC=1C=C(C=CC1OC)C=CC(=O)C1=C(C=CC=C1)OCC1=CC=CC=C1 3-(3-Hydroxy-4-methoxyphenyl)-1-(2-phenylmethoxyphenyl)prop-2-en-1-one